N-(1-(2-(1,1-difluoroethyl)-6-methylpyrimidin-4-yl)-3-(methylamino)-1H-pyrazolo[4,3-C]pyridin-6-yl)acetamide FC(C)(F)C1=NC(=CC(=N1)N1N=C(C=2C=NC(=CC21)NC(C)=O)NC)C